C(C(C)(C)C)(=O)N1C=CC2=CC=CC=C12 N-pivaloyl-indole